N-acrylamidopropyl-N,N-diethylammonium C(C=C)(=O)NCCC[NH+](CC)CC